(1r,3s)-3-[2-(1-{4-[(1R)-1-(2,4-dichlorophenyl)ethoxy]-5-methylpyridin-2-yl}azetidin-3-yl)morpholin-4-yl]-1-methylcyclobutane-1-carboxylic acid ClC1=C(C=CC(=C1)Cl)[C@@H](C)OC1=CC(=NC=C1C)N1CC(C1)C1CN(CCO1)C1CC(C1)(C(=O)O)C